2-(4-methoxyphenyl)-2-[(trimethylsilyl)oxy]acetonitrile COC1=CC=C(C=C1)C(C#N)O[Si](C)(C)C